4,4'-dicarboxy-1,1'-bicyclohexane C(=O)(O)C1CCC(CC1)C1CCC(CC1)C(=O)O